NC1=NC=CC(=C1[N+](=O)[O-])C=1CCN(CC1)C(=O)OC(C)(C)C tert-butyl 4-(2-amino-3-nitro-4-pyridyl)-3,6-dihydro-2H-pyridine-1-carboxylate